N[C@@H](C)C=1N(C(C2=C(C=CC=C2C1)C#CC1NC(C(C1=O)=O)=O)=O)C1=CC=CC=C1 3-((1S)-1-aminoethyl)-8-(2-(5-oxooxooxopyrrolidin-2-yl)ethynyl)-2-phenylisoquinolin-1-one